C(C)(C)(C)OC([C@H](NC(C1=C(C=CC(=C1)F)N)=O)C)=O (2-Amino-5-fluorobenzoyl)-D-alanine tert-butyl ester